C(CCC\C=C/CC)OC(CCC(=O)OCC(COC(C(CCCC(=O)O)CCC(CCCCCC)CCCC)=O)CO)OCCCC\C=C/CC.NC([C@H](C)NC(C1=CC(=CC(=C1)S(=O)(=O)C)Cl)=O)=O N-[(2S)-1-amino-1-oxopropan-2-yl]-3-chloro-5-(methylsulfonyl)benzamide 3-((4,4-bis(((Z)-oct-5-en-1-yl)oxy)butanoyl)oxy)-2-(hydroxymethyl)propyl-(3-butylnonyl)adipate